3-chloro-4-[(3-methoxy-2,6-dimethylphenyl)amino]-1,6-dimethyl-1,2-dihydropyridin-2-one ClC=1C(N(C(=CC1NC1=C(C(=CC=C1C)OC)C)C)C)=O